ClC1=C(C=C(OC2CCN(CC2)C(=O)N2C[C@@H]3[C@@H](OCC(N3)=O)CC2)C=C1)C1=CC=C(C=C1)Cl (4aR,8aS)-6-[4-[4-chloro-3-(4-chlorophenyl)phenoxy]piperidine-1-carbonyl]-4,4a,5,7,8,8a-hexahydropyrido[4,3-b][1,4]oxazin-3-one